2-hydroxymethylphenylneopentyl glycol OCC1=C(C=CC=C1)C(O)C(C)(CO)C